Cl.CN(C1CN(C1)C1=NC=C(C=C1NS(=O)(=O)C1=CC=CC=C1)C1=CC=2C3=C(C=NC2C=C1F)N(C(C31CCC1)=O)C)C N-(2-(3-(Dimethylamino)azetidin-1-yl)-5-(7'-fluoro-3'-methyl-2'-oxo-2',3'-dihydrospiro[cyclobutane-1,1'-pyrrolo[2,3-c]quinolin]-8'-yl)pyridin-3-yl)benzenesulfonamide hydrochloride